(2-(carbomethoxy)phenyl)boric acid C(=O)(OC)C1=C(C=CC=C1)OB(O)O